3-(2-ethoxyphenyl)-3-oxopropanoic acid ethyl ester C(C)OC(CC(=O)C1=C(C=CC=C1)OCC)=O